2-((4-(6-(4-chloro-2-fluorobenzyloxy)pyridin-2-yl)-6-oxopyrimidin-1(6H)-yl)methyl)-1-((tetrahydrofuran-2-yl)methyl)-1H-benzo[d]imidazole-6-carboxylic acid ClC1=CC(=C(COC2=CC=CC(=N2)C=2N=CN(C(C2)=O)CC2=NC3=C(N2CC2OCCC2)C=C(C=C3)C(=O)O)C=C1)F